1-(4-((6,7-dimethoxyquinolin-4-yl)oxy)phenyl)-3-(3-(4-(trifluoromethyl)phenyl)propyl)urea COC=1C=C2C(=CC=NC2=CC1OC)OC1=CC=C(C=C1)NC(=O)NCCCC1=CC=C(C=C1)C(F)(F)F